FC1=CC=C(C=C1)C=1N=C(NC1C1=CC=NC=C1)C1=CC=C(C=C1)S(=O)(=O)C 4-(4-fluorophenyl)-2-(4-methylsulfonylphenyl)-5-(4-pyridyl)1H-imidazole